C(C)C1(N(CCC1)C(=O)C1=CC(=C2N1CCC1=CC(=C(C=C21)C2=NN(C=C2)C)OC)C=2SC=CC2)C#N 2-ethyl-1-[8-methoxy-9-(1-methylpyrazol-3-yl)-1-(2-thienyl)-5,6-dihydropyrrolo[2,1-a]isoquinoline-3-carbonyl]pyrrolidine-2-carbonitrile